benzyl (2-(4-(5-(2-(6-(difluoromethyl)pyridin-2-yl)-5,6-dihydro-4H-pyrrolo[1,2-b]pyrazol-3-yl)-2-fluorophenyl)-1H-pyrazol-1-yl)ethyl)carbamate FC(C1=CC=CC(=N1)C=1C(=C2N(N1)CCC2)C=2C=CC(=C(C2)C=2C=NN(C2)CCNC(OCC2=CC=CC=C2)=O)F)F